5-METHYL-6-THIOMORPHOLINOPYRIDIN-3-YLBORONIC ACID CC=1C=C(C=NC1N1CCSCC1)B(O)O